BrC=1C=C2C(C(=C(OC2=CC1)C1=CC=C(C=C1)Cl)OCC1=CN=C(S1)Cl)=O 6-bromo-2-(4-chlorophenyl)-3-((2-chlorothiazol-5-yl)methoxy)-4H-chromen-4-one